CNBr methylaminobromide